N-((5-(tert-butyl)-8-hydroxyquinolin-7-yl)(3-(1'-(2-(2,6-dioxopiperidin-3-yl)-1,3-dioxoisoindolin-4-yl)-[4,4'-bipiperidine]-1-carbonyl)phenyl)-methyl)butyramide C(C)(C)(C)C1=C2C=CC=NC2=C(C(=C1)C(NC(CCC)=O)C1=CC(=CC=C1)C(=O)N1CCC(CC1)C1CCN(CC1)C1=C2C(N(C(C2=CC=C1)=O)C1C(NC(CC1)=O)=O)=O)O